ClC1=CC=C(C=C1)N1C(NC(C1)=O)=O (4-chlorophenyl)-imidazolidine-2,4-dione